[3-({2-[(3R)-3-methylmorpholin-4-yl]-8-[1-(tetrahydro-2H-pyran-2-yl)-1H-pyrazol-5-yl]-1,7-naphthyridin-4-yl}oxy)propyl]carbamic acid tert-butyl ester C(C)(C)(C)OC(NCCCOC1=CC(=NC2=C(N=CC=C12)C1=CC=NN1C1OCCCC1)N1[C@@H](COCC1)C)=O